OC1(CC(C1)C(=O)N1CC2(C1)C[C@H](CC2)CC2=C(C=C(C=C2)C(F)(F)F)C)C |r| (rac)-((1s,3s)-3-Hydroxy-3-methylcyclobutyl)(6-(2-methyl-4-(trifluoromethyl)benzyl)-2-azaspiro[3.4]octan-2-yl)methanone